FC1(CCN(CC1)C1=NC(=CC(=N1)C1=NN=C(O1)C1=C(C=C(C=C1)NS(=O)(=O)[C@H](CO)C)N1CCC2(CC2)CC1)C)F (S)-N-(4-(5-(2-(4,4-difluoropiperidin-1-yl)-6-methylpyrimidin-4-yl)-1,3,4-oxadiazole-2-yl)-3-(6-azaspiro[2.5]octane-6-yl)phenyl)-1-hydroxypropane-2-sulfonamide